5-amino-1-benzyl-piperidin-3-ol NC1CC(CN(C1)CC1=CC=CC=C1)O